CC(CC=O)CC 3-methylpentan-1-one